C(C)(C)(C)C1(CC(=NC=C1)C1=NC=CC=C1)C(C)(C)C 4,4-di-tert-butyl-2,2-bi-pyridine